4,4'-((3-nitropyridine-2,6-diyl)bis(1H-1,2,3-triazole-4,1-diyl))bis(2-hydroxybenzoic acid) [N+](=O)([O-])C=1C(=NC(=CC1)C=1N=NN(C1)C1=CC(=C(C(=O)O)C=C1)O)C=1N=NN(C1)C1=CC(=C(C(=O)O)C=C1)O